3-(1-aminoethyl)-5-fluoropyridin-2-ol NC(C)C=1C(=NC=C(C1)F)O